1-(2-aminoethyl)-2-dodecyl-imidazoline NCCN1C(=NCC1)CCCCCCCCCCCC